O1[C@@H](COCC1)[C@@H](C)NC=1C(=NC=C(N1)NC1=NNC(=C1)OC(F)F)C#N 3-(((R)-1-((R)-1,4-dioxan-2-yl)ethyl)amino)-5-((5-(difluoromethoxy)-1H-pyrazol-3-yl)amino)pyrazine-2-carbonitrile